ClC1=C(C=C(C=C1)/C=C/C(=O)NNC(\C=C\C1=CC(=C(C=C1)Cl)Cl)=O)F (E)-3-(4-chloro-3-fluorophenyl)-N'-((E)-3-(3,4-dichlorophenyl)acryloyl)acrylohydrazide